[Si](C)(C)(C(C)(C)C)OCC1=CC2=NC=CC(=C2S1)C1=CC(=CC=2C3C(CN(C12)C1CN(C2(CCC2)C1)S(=O)(=O)C(C)(C)C)C3)Cl 2-(((tert-butyldimethylsilyl)oxy)methyl)-7-(3-(5-(tert-butylsulfonyl)-5-azaspiro[3.4]octan-7-yl)-6-chloro-1a,2,3,7b-tetrahydro-1H-cyclopropa[c]quinolin-4-yl)thieno[3,2-b]pyridine